FC=1C(=C(C=CC1F)[C@@H]1[C@H](O[C@@]([C@@H]1C)(C(F)(F)F)C)C(=O)NC1=CC(=NC=C1)C1=NN=NN1C)OC (2S,3R,4R,5S)-3-(3,4-Difluoro-2-methoxyphenyl)-4,5-dimethyl-N-(2-(1-methyl-1H-tetrazol-5-yl)pyridin-4-yl)-5-(trifluoromethyl)tetrahydrofuran-2-carboxamide